CN(CCCCOC(C(CO)O)C(CO)O)C 3-[4-(dimethylamino)butoxy]pentane-1,2,4,5-tetrol